NC=1C=NN(C1)CC=1C=CC(=NC1)C(C)(C)O 2-(5-((4-amino-1H-pyrazol-1-yl)methyl)pyridin-2-yl)propan-2-ol